C(C)(C)(C)C1=CC=C(C=C1)[C@H](C)NC(=O)C1=CC2=C(N(C(=N2)C)CC=2C=C(O[C@@H](C(=O)O)C)C=C(C2)Cl)C=C1 (R)-2-(3-((5-(((S)-1-(4-(tert-butyl)phenyl)ethyl)carbamoyl)-2-methyl-1H-benzo[d]imidazol-1-yl)methyl)-5-chlorophenoxy)propanoic acid